6-methoxy-2-(3-methyl-2-pyridyl)-4-phenoxy-5-trifluoromethylpyrimidine COC1=C(C(=NC(=N1)C1=NC=CC=C1C)OC1=CC=CC=C1)C(F)(F)F